CN(C)\C=C/1\N(CC(C1=O)(C)C)C(=O)OC(C)(C)C tert-butyl (2E)-2-(dimethylaminomethylene)-4,4-dimethyl-3-oxo-pyrrolidine-1-carboxylate